C(C)OC1=CC(=C(C=C1)C1=CN=C(C(=N1)C(=O)N/N=C/C1=CC(=CC=C1)OC)O)F (E)-6-(4-ethoxy-2-fluorophenyl)-3-hydroxy-N'-(3-methoxybenzylidene)pyrazine-2-carbohydrazide